(E)-1-(5-chloro-2-hydroxyphenyl)-3-[4-(dimethylamino)phenyl]prop-2-en-1-one ClC=1C=CC(=C(C1)C(\C=C\C1=CC=C(C=C1)N(C)C)=O)O